[Cl-].C(CCC)[NH+]1CC(CC1)CCC 1-Butyl-3-propylpyrrolidinium chlorid